3-(2-((5-amino-4-((2-(dimethylamino)ethyl)(methyl)amino)-2-methoxyphenyl)amino)-8-methyl-7-oxo-7,8-dihydropyrido[2,3-d]pyrimidin-6-yl)benzonitrile NC=1C(=CC(=C(C1)NC=1N=CC2=C(N1)N(C(C(=C2)C=2C=C(C#N)C=CC2)=O)C)OC)N(C)CCN(C)C